C(C1=CC=CC=C1)OC(=O)N1CCC(CC1)=O.[OH-].[Al+3].[OH-].[OH-] Aluminium hydroxid Benzyl-4-oxo-1-piperidinecarboxylate